B([O-])OB[O-].[Li+].[Li+] lithium diboronate